4-propylbenzoic acid, 4-propylphenyl ester C(CC)C1=CC=C(C(=O)OC2=CC=C(C=C2)CCC)C=C1